C(C1=CC=CC=C1)N1CC=2N=C(N=C(C2CC1)N)Cl 7-benzyl-2-chloro-5,6,7,8-tetrahydropyrido[3,4-d]pyrimidin-4-amine